4,4'-ethylidendiphenyldicyanat C(C)(C1=CC=C(C=C1)OC#N)C1=CC=C(C=C1)OC#N